(1S,3s)-3-(6-bromo-3,3-dimethyl-2-oxo-2,3-dihydro-1H-pyrrolo[3,2-b]pyridin-1-yl)-1-(4-oxa-7-azaspiro[2.5]oct-7-yl)cyclobutane-1-carbonitrile BrC=1C=C2C(=NC1)C(C(N2C2CC(C2)(C#N)N2CCOC1(CC1)C2)=O)(C)C